C(=O)C1=CC(=NC=C1OC)C(=O)O 4-formyl-5-methoxypicolinic acid